N1=C(C=CC=C1)NC(=S)N N-(2-pyridyl)thiourea